CC1(C(C1)CO)CCC=C(CC)C (2-methyl-2-(4-methylhex-3-en-1-yl)cyclopropyl)methanol